ClC=1C=C2C(=NC(=NC2=C(C1C1=CC=CC2=C1N=C(S2)N)F)N2CC(C2)N2CC(C2)F)N2CCNCC2 4-[6-chloro-8-fluoro-2-[3-(3-fluoroazetidin-1-yl)azetidin-1-yl]-4-piperazin-1-yl-quinazolin-7-yl]-1,3-benzothiazol-2-amine